O=S1(CC(CC1)NC(=O)C1=NC=C(N=C1)OCC=1C(=NOC1C)C=1C=NC(=CC1)C)=O N-(1,1-Dioxothiolan-3-yl)-5-((5-methyl-3-(6-methylpyridin-3-yl)-1,2-oxazol-4-yl)methoxy)pyrazin-2-carboxamid